N1N=CC(=C1)C=1C=CC=C2CNC(C12)=O 7-(1H-pyrazol-4-yl)isoindolin-1-one